FC1=CC=C(C=C1)C1=NC(=C(C(=C1/C=C/C(CC(CC(=O)[O-])O)O)C(C)C)CO)C (E)-7-[2-(4-fluorophenyl)-5-hydroxymethyl-4-isopropyl-6-methyl-pyrid-3-yl]-3,5-dihydroxy-hept-6-enoate